ClCC1=CC=C(O[Si](C(C)C)(C(C)C)C(C)C)C=C1 (4-(chloromethyl)phenoxy)triisopropylsilane